BrC1C2(C3=CC=CC=C3C1)CC=1N=C(N=C(C1CO2)Cl)SC bromo-4-chloro-2-methylsulfanyl-spiro[5,8-dihydropyrano[4,3-d]pyrimidine-7,1'-indan]